methyl 6-(4-(1-(tert-butyl)-3-(4-chloro-3-fluorophenyl)-1H-pyrrolo[2,3-b]pyridine-6-carbonyl)-3,3-dimethylpiperazine-1-carbonyl)nicotinate C(C)(C)(C)N1C=C(C=2C1=NC(=CC2)C(=O)N2C(CN(CC2)C(=O)C2=NC=C(C(=O)OC)C=C2)(C)C)C2=CC(=C(C=C2)Cl)F